1-(4-hydroxy-1H-inden-3-yl)naphthalen-2-ol OC1=C2C(=CCC2=CC=C1)C1=C(C=CC2=CC=CC=C12)O